5-(4-phenoxyphenyl)-N4-((1-(vinylsulfonyl)piperidin-4-yl)methyl)pyrimidine-4,6-diamine O(C1=CC=CC=C1)C1=CC=C(C=C1)C=1C(=NC=NC1N)NCC1CCN(CC1)S(=O)(=O)C=C